4-(((4-(5-chloro-2-((1-((2-(2,6-dioxopiperidin-3-yl)-1-oxoisoindolin-5-yl)methyl)piperidin-4-yl)amino)pyridin-4-yl)thiazol-2-yl)amino)methyl)tetrahydro-2H-pyran-4-carbonitrile ClC=1C(=CC(=NC1)NC1CCN(CC1)CC=1C=C2CN(C(C2=CC1)=O)C1C(NC(CC1)=O)=O)C=1N=C(SC1)NCC1(CCOCC1)C#N